ClC1=CC(=C(C=C1)COC1=NC=2CN(CCC2C=C1OC)CC1=NC2=C(N1C[C@H]1OCC1)C=C(C=C2)C(=O)O)F 2-({2-[(4-chloro-2-fluorophenyl)methoxy]-3-methoxy-5,6,7,8-tetrahydro-1,7-naphthyridin-7-yl}methyl)-1-{1-[(2S)-oxetan-2-yl]methyl}-1H-1,3-benzodiazole-6-carboxylic acid